FC(CCCN1N=NC(=C1)C(=O)OCC)(F)F Ethyl 1-(4,4,4-trifluorobutyl)-1H-1,2,3-triazole-4-carboxylate